5,7-dihydroxy-2-(4-hydroxyphenyl)-8-((4-(4-hydroxyphenyl)piperazin-1-yl)methyl)-4H-benzopyran-4-one OC1=CC(=C(C2=C1C(C=C(O2)C2=CC=C(C=C2)O)=O)CN2CCN(CC2)C2=CC=C(C=C2)O)O